C(C)(C)(C)OC(N[C@H](C)C1=CC=C2C=C(NC2=C1)C=O)=O (R)-(1-(2-formyl-1H-indol-6-yl)ethyl)carbamic acid tert-butyl ester